ClC1=CC=C(C=C1)C(C(C#N)F)O 3-(4-chlorophenyl)-2-fluoro-3-hydroxypropionitrile